C(C)C=1N=C2N(C=CC=N2)C1C(=O)C=1C=CC(=C(C#N)C1)OC 5-(2-ethylimidazo[1,2-a]pyrimidine-3-carbonyl)-2-methoxybenzonitrile